trihydroxyethylallylammonium bromide [Br-].OC(CC=CC[NH3+])(O)O